C(C1CO1)OCCC[Si](C[Si](OCC)(OCC)OCC)(OCC)OCC 1-(3-glycidoxypropyl)-1,1,3,3,3-pentaethoxy-1,3-disilapropane